O=C1NC(CCC1N1C(N(C2=C1C=CC(=C2)C#CCCCCCCCNC(OC(C)(C)C)=O)C)=O)=O tert-butyl N-[9-[1-(2,6-dioxopiperidin-3-yl)-3-methyl-2-oxo-1,3-benzodiazol-5-yl]non-8-yn-1-yl]carbamate